methyl 2-(2-((tert-Butoxycarbonyl) amino) ethoxy)-6-hydroxybenzoate C(C)(C)(C)OC(=O)NCCOC1=C(C(=O)OC)C(=CC=C1)O